(2S,4r)-1-[(2S)-2-(4-cyclopropyl-triazol-1-yl)-3,3-dimethyl-butyryl]-4-hydroxy-N-[(1r,2r)-2-hydroxy-4-[(2-phenylimidazol-1-yl)methyl]cyclopentyl]pyrrolidine-2-carboxamide C1(CC1)C=1N=NN(C1)[C@H](C(=O)N1[C@@H](C[C@H](C1)O)C(=O)N[C@H]1[C@@H](CC(C1)CN1C(=NC=C1)C1=CC=CC=C1)O)C(C)(C)C